ethyl (E)-4-(4-(dimethyl amino) piperidin-1-yl)but-2-enoate CN(C1CCN(CC1)C/C=C/C(=O)OCC)C